6-(trifluoromethyl)-3,4-dihydroisoquinoline FC(C=1C=C2CCN=CC2=CC1)(F)F